(2S,6S)-6-((4-bromophenoxy)methyl)-2-(Iodomethyl)-2-methyl-1,4-dioxane BrC1=CC=C(OC[C@@H]2COC[C@@](O2)(C)CI)C=C1